(S)-N-[(R)-[4,5-dichloro-2-(prop-2-en-1-yloxy)phenyl][1-(4-methyl-5-oxopyrazine-2-carbonyl)piperidin-4-yl]methyl]-2-methylpropane-2-sulfinamide ClC1=CC(=C(C=C1Cl)[C@H](N[S@@](=O)C(C)(C)C)C1CCN(CC1)C(=O)C=1N=CC(N(C1)C)=O)OCC=C